[(1S)-2-amino-1-[[(6R)-4-methyl-5-oxo-4-azaspiro[2.4]heptan-6-yl]methyl]-2-oxo-ethyl]carbamate NC([C@H](C[C@H]1C(N(C2(CC2)C1)C)=O)NC([O-])=O)=O